FC=1C=C(C=CC1)CC(=O)NCC1=CC(=NC=C1C)OCC(F)(F)F 2-(3-Fluorophenyl)-N-((5-methyl-2-(2,2,2-trifluoroethoxy)pyridin-4-yl)methyl)acetamide